C(C1=CC=CC=C1)N1CC2(CC1)CCC(CC2)N[C@H](CCCCN(C)C)C(=O)N2[C@@H](CN(CC2)C=2O[C@H]([C@@H](N2)C)C2=CC=CC=C2)C(=O)NCC=2SC=CC2 (2S)-1-[N2-(2-benzyl-2-azaspiro[4.5]dec-8-yl)-N6,N6-dimethyl-D-lysyl]-4-[(4S,5S)-4-methyl-5-phenyl-4,5-dihydro-1,3-oxazol-2-yl]-N-(thiophen-2-ylmethyl)piperazine-2-carboxamide